(1H-pyrrol-4-yl)acetylene N1C=CC(=C1)C#C